ClC=1C=C(C=CC1)N1N=C(CC1=O)C 1-(3-Chlorophenyl)-3-methyl-5-pyrazolon